8-octadecynic acid C(CCCCCCC#CCCCCCCCCC)(=O)O